ClC=1C=C2C(C(N(C2=CC1)CC1=CC=C(C=C1)F)=O)=O 5-chloro-1-(4-fluorobenzyl)indoline-2,3-dione